bis(3,4-epoxycyclohexane-1-yl)methane C1(CC2C(CC1)O2)CC2CC1C(CC2)O1